(1S,3aR,6aS)-2-(2-((1-methylcyclopropyl)amino)-2-oxoacetyl)-N-((R)-3-oxo-1-((S)-2-oxopyrrolidin-3-yl)-4-(trifluoromethoxy)butan-2-yl)octahydrocyclopenta[c]pyrrole-1-carboxamide CC1(CC1)NC(C(=O)N1[C@@H]([C@@H]2[C@H](C1)CCC2)C(=O)N[C@H](C[C@H]2C(NCC2)=O)C(COC(F)(F)F)=O)=O